2-methylaminoethoxyethoxyacetic acid CNCCOCCOCC(=O)O